2-oxo-N-(5-(4-(trifluoromethyl)phenoxy)-2,3-dihydrobenzofuran-7-yl)piperidine-4-carboxamide O=C1NCCC(C1)C(=O)NC1=CC(=CC=2CCOC21)OC2=CC=C(C=C2)C(F)(F)F